hexylene isocyanate C(CCCCCN=C=O)N=C=O